C(C)OC(=O)C1=C2C(=NC(=C1)Cl)C=NN2 5-chloro-1H-pyrazolo[4,3-b]pyridine-7-carboxylic acid ethyl ester